2-((2-chloropyridin-3-yl)amino)-6-cyclopropylnicotinonitrile ClC1=NC=CC=C1NC1=C(C#N)C=CC(=N1)C1CC1